COC(C1=CN=C(C=C1)NC1=NC=CC2=CC=C(C=C12)Cl)=O 6-((7-Chloroisoquinolin-1-yl)amino)nicotinic acid methyl ester